P(=O)(F)(F)F.[Li] Lithium trifluorophosphate